[SiH3]N1[Si](O[Si](O[Si]1(C)C)(C)C)(C)C 5-silyl-2,2,4,4,6,6-hexamethyl-1,3-dioxa-5-aza-2,4,6-trisilacyclohexane